2,4-diisocyanatos-triazine N(=C=O)C1=NC=NC(=N1)N=C=O